(4-fluoroisoquinolin-8-yl)methanol FC1=CN=CC2=C(C=CC=C12)CO